N-hydroxy-ethylbutyrolactam ON1C(C(CC1)CC)=O